ClC=1N=NC=C(C1OC)OC 3-chloro-4,5-dimethoxypyridazine